N-Cyclopropyl-3-(difluoromethyl)-5-((diphenylmethylene)amino)-N-methylpicolinamide C1(CC1)N(C(C1=NC=C(C=C1C(F)F)N=C(C1=CC=CC=C1)C1=CC=CC=C1)=O)C